(2-hydroxy-4-methoxyphenyl)-(2-hydroxyphenyl)methanone tert-butyl-N-({6-bromoimidazo[1,2-a]pyridin-3-yl}methyl)-N-[(4-methoxyphenyl)methyl]carbamate C(C)(C)(C)OC(N(CC1=CC=C(C=C1)OC)CC1=CN=C2N1C=C(C=C2)Br)=O.OC2=C(C=CC(=C2)OC)C(=O)C2=C(C=CC=C2)O